ClS(=O)(=O)C1CCC(CC1)NC(OCC1=CC=CC=C1)=O Benzyl ((1s,4s)-4-(chlorosulfonyl)cyclohexyl)carbamate